FC=1C=C(C=CC1)[C@H](C)NC(OC1=CC=C(C=C1)[N+](=O)[O-])=O 4-nitrophenyl (S)-(1-(3-fluorophenyl)ethyl)carbamate